FC(C1(CN(C1)C=1C=2N(N=C(C1)C=1C(=NC(=NC1)OC)OC)C=CN2)C)F 8-(3-(difluoromethyl)-3-methylazetidin-1-yl)-6-(2,4-dimethoxypyrimidin-5-yl)imidazo[1,2-b]pyridazine